[4-(2-Pyridylcarbamoyl)phenyl]-boronic acid N1=C(C=CC=C1)NC(=O)C1=CC=C(C=C1)B(O)O